FC(OC1=C(C=C(C=C1)SC)C1=NNC=C1NC(=O)C=1C=NN2C1N=CC=C2)F N-(3-(2-(difluoromethoxy)-5-(methylthio)phenyl)-1H-pyrazol-4-yl)pyrazolo[1,5-a]Pyrimidine-3-carboxamide